Cl.C(C)OC([C@H](CC(C)C)NC)=O (2S)-4-methyl-2-(methylamino)pentanoic acid ethyl ester hydrochloride